ClC1=CC(=C(C=C1)C=1C2=C(N=C(N1)N1C[C@@H](O[C@@H](C1)C)C=1C=NN(C1)C1CC1)N=C(S2)N(C)CC2CC2)F 7-(4-chloro-2-fluoro-phenyl)-N-(cyclopropylmethyl)-N-methyl-5-[(2S,6R)-2-(1-cyclopropylpyrazol-4-yl)-6-methyl-morpholin-4-yl]thiazolo[4,5-d]pyrimidin-2-amine